3-(4-Chloro-phenyl)-2-(2-chloro-pyrimidin-4-yl)-thiazolo[3,2-a]pyrimidin-5-one ClC1=CC=C(C=C1)C1=C(SC=2N1C(C=CN2)=O)C2=NC(=NC=C2)Cl